ClC=1C=C(CC2=NC=CC(=C2)N2N=CC=3C(NCCC32)=O)C=C(C1)C(F)(F)F 1-(2-(3-chloro-5-(trifluoromethyl)benzyl)pyridin-4-yl)-1,5,6,7-tetrahydro-4H-pyrazolo[4,3-c]pyridin-4-one